2-(1-(Fluoromethyl)-6-oxo-1,6-dihydropyridazin-3-yl)-5-((5-methoxypyridin-2-yl)methoxy)isoindolin-1-one FCN1N=C(C=CC1=O)N1C(C2=CC=C(C=C2C1)OCC1=NC=C(C=C1)OC)=O